C1(CC1)C(=O)N1CCC(CC1)NC1=CC=C2C3(CNC(C2=C1)=O)CCCC3 7'-((1-(cyclopropanecarbonyl)piperidin-4-yl)amino)-2',3'-dihydro-1'H-spiro[cyclopentane-1,4'-isoquinoline]-1'-one